C(C(C)C)[NH-] α-Isobutyl-amide